5-nitro-N-(1-phenyl-6-(piperidin-4-yl)-1H-pyrazolo[3,4-d]pyrimidin-4-yl)thiophene-2-carboxamide [N+](=O)([O-])C1=CC=C(S1)C(=O)NC1=C2C(=NC(=N1)C1CCNCC1)N(N=C2)C2=CC=CC=C2